CC1=CC=NC2=CC(=C(C=C12)NC1=NC=C2N(C(N(C2=N1)C1CCC(CC1)O)=O)C)C 2-((4,7-Dimethylchinolin-6-yl)amino)-9-((1r,4r)-4-hydroxycyclohexyl)-7-methyl-7,9-dihydro-8H-purin-8-on